2-(4-(5-chloropyrimidin-2-yl)piperidin-1-yl)-4-((6-(hydroxymethyl)bicyclo[3.2.0]heptan-6-yl)amino)-6,7-dihydrothieno[3,2-d]pyrimidine 5,5-dioxide ClC=1C=NC(=NC1)C1CCN(CC1)C=1N=C(C2=C(N1)CCS2(=O)=O)NC2(C1CCCC1C2)CO